(1r,3r)-3-(3-chloro-4-(4-((5-isopropyl-8-((2R,3S)-2-methyl-3-((methanesulfonyl)methyl)azetidin-1-yl)isoquinolin-3-yl)amino)pyrimidin-2-yl)-1H-pyrazol-1-yl)cyclobutane-1-carbonitrile ClC1=NN(C=C1C1=NC=CC(=N1)NC=1N=CC2=C(C=CC(=C2C1)C(C)C)N1[C@@H]([C@H](C1)CS(=O)(=O)C)C)C1CC(C1)C#N